BrC1=C(C=CC=C1)N1CCC(CC1)O 1-(2-bromophenyl)piperidin-4-ol